(2-((2-azabicyclo[2.2.1]heptan-5-yl)amino)-5-fluoropyridin-4-yl)((3S,4S)-4-(3,4-dihydroisoquinolin-2(1H)-yl)-3-hydroxypiperidin-1-yl)methanone HCl salt Cl.C12NCC(C(C1)NC1=NC=C(C(=C1)C(=O)N1C[C@@H]([C@H](CC1)N1CC3=CC=CC=C3CC1)O)F)C2